C(CCCCCCCCCCCCCCCCCCCCCCCCCCC)(=O)[O-].[Ni+2].C(CCCCCCCCCCCCCCCCCCCCCCCCCCC)(=O)[O-] nickel montanate